9-tetracyclo[6.2.1.13,6.02,7]dodec-4-enyl acetate C(C)(=O)OC1C2C3C4C=CC(C3C(C1)C2)C4